CC1=CN=C(S1)C=1C=C(OC2CC3CCC(C2)N3C(=O)OC(C)(C)C)C=C(C1)C(N[C@H](C)C=1C=NC(=NC1)C(F)(F)F)=O tert-butyl (3-endo)-3-[3-(5-methyl-1,3-thiazol-2-yl)-5-({(1R)-1-[2-(trifluoromethyl) pyrimidin-5-yl]ethyl}carbamoyl) phenoxy]-8-azabicyclo[3.2.1]octane-8-carboxylate